CC(C)NC(=O)C=1C=CC2=C(C1)[C@]1([C@@H](C1)C(=O)OCC)CCO2 ethyl (1'S,2'R)-6-[(propan-2-yl)carbamoyl]-2,3-dihydrospiro[[1]benzopyran-4,1'-cyclopropane]-2'-carboxylate